OCCOC=1C(=NC=CC1C(F)(F)F)C(=O)NC1=CC(=C(C=C1)C)NC1=NC=CC=C1C1=C2N=C(NC2=NC=N1)C (2-hydroxyethoxy)-N-(4-methyl-3-((3-(8-methyl-9H-purin-6-yl)pyridin-2-yl)amino)phenyl)-4-(trifluoromethyl)picolinamide